(5-methoxy-1-methyl-1H-indol-6-yl)-6-methylnicotinic acid COC=1C=C2C=CN(C2=CC1C1=C(C(=O)O)C=CC(=N1)C)C